{6-[7-(2-methoxy-1-methoxymethyl-ethoxy)-imidazo[1,2-a]pyridin-3-yl]-pyrimidin-4-yl}-[4-(1-methyl-1H-pyrazol-4-yl)-benzyl]-amine COCC(OC1=CC=2N(C=C1)C(=CN2)C2=CC(=NC=N2)NCC2=CC=C(C=C2)C=2C=NN(C2)C)COC